[N+](=O)(O)[O-].[N+](=O)(O)[O-] nitric acid, nitrate salt